(2R,4aS,4bR,6aS,7R,7aS,8aR,8bR,8cR,10aR)-2,6a-dimethyl-7-((2S,3S)-4,4,4-trifluoro-3-hydroxybutan-2-yl)octadecahydrocyclopropa[4,5]cyclopenta[1,2-a]phenanthren-2-ol C[C@]1(CC[C@@H]2[C@H]3CC[C@]4([C@H]([C@@H]3CC[C@@H]2C1)[C@H]1[C@@H]([C@@H]4[C@H](C)[C@@H](C(F)(F)F)O)C1)C)O